barium-thorium [Th].[Ba]